Tert-butyl (S)-((2-phenyl-4-(4,4,5,5-tetramethyl-1,3,2-dioxaborolan-2-yl)-5-(trifluoromethyl)-2,3-dihydrobenzofuran-2-yl)methyl)carbamate C1(=CC=CC=C1)[C@]1(OC2=C(C1)C(=C(C=C2)C(F)(F)F)B2OC(C(O2)(C)C)(C)C)CNC(OC(C)(C)C)=O